CC1=C(C=C2C(N(CC2=C1C)C[C@H]1OCCC1)=O)CC1=CC(=C(C(=O)NC)C=C1)F 4-((6,7-dimethyl-3-oxo-2-((2S)-tetrahydrofuran-2-ylmethyl)-2,3-dihydro-1H-isoindol-5-yl)methyl)-2-fluoro-N-methylbenzamide